N-(3-(((2-((4-(4-((4-(2,6-dioxopiperidin-3-yl)benzyl)(methyl)amino)piperidin-1-yl)phenyl)amino)-5-(trifluoromethyl)pyrimidin-4-yl)amino)methyl)pyrazin-2-yl)-N-methylmethanesulfonamide O=C1NC(CCC1C1=CC=C(CN(C2CCN(CC2)C2=CC=C(C=C2)NC2=NC=C(C(=N2)NCC=2C(=NC=CN2)N(S(=O)(=O)C)C)C(F)(F)F)C)C=C1)=O